3-[4-(diethylamino)phenyl]phthalide lithium 4-[5-(cyclohexylmethoxy)-3-pyridinyl]tetrahydropyran-4-carboxylate C1(CCCCC1)COC=1C=C(C=NC1)C1(CCOCC1)C(=O)[O-].[Li+].C(C)N(C1=CC=C(C=C1)C1OC(=O)C2=CC=CC=C12)CC